1-(2-bromo-4-nitro-1H-imidazol-1-yl)-2-methyl-3-(4-(4-(4-(trifluoromethoxy)phenoxy)piperidin-1-yl)phenoxy)propan-2-ol BrC=1N(C=C(N1)[N+](=O)[O-])CC(COC1=CC=C(C=C1)N1CCC(CC1)OC1=CC=C(C=C1)OC(F)(F)F)(O)C